5,10,15,20-tetrakis(4-hydroxyphenyl)porphine OC1=CC=C(C=C1)C=1C2=CC=C(N2)C(=C2C=CC(C(=C3C=CC(=C(C=4C=CC1N4)C4=CC=C(C=C4)O)N3)C3=CC=C(C=C3)O)=N2)C2=CC=C(C=C2)O